C(C1=CC=CC=C1)(=O)N[C@@H](CSSC[C@@H](C(=O)O)NC(C1=CC=CC=C1)=O)C(=O)O N,N'-Dibenzoylcystin